ClC1=NN=C(S1)NC(C(C)SC=1NC(C2=C(N1)N(N=C2)C2CCOCC2)=O)=O N-(5-chloro-1,3,4-thiadiazol-2-yl)-2-((4-oxo-1-(tetrahydro-2H-pyran-4-yl)-4,5-dihydro-1H-pyrazolo[3,4-d]pyrimidin-6-yl)thio)propanamide